3,4-Dichloro-N-{2-[(4,6-dimethoxypyrimidin-2-yl)oxy]benzyl}anilin Sodium carbonate bicarbonate C([O-])(O)=O.C(O)(O)=O.[Na+].ClC=1C=C(NCC2=C(C=CC=C2)OC2=NC(=CC(=N2)OC)OC)C=CC1Cl